(R)-2,6-dichloro-N-(2,4-dimethoxybenzyl)-4-(3-(dimethylamino)-3-(3-(trifluoro-methyl)-phenethyl)piperidin-1-yl)-N-(pyrimidin-4-yl)benzenesulfonamide ClC1=C(C(=CC(=C1)N1C[C@](CCC1)(CCC1=CC(=CC=C1)C(F)(F)F)N(C)C)Cl)S(=O)(=O)N(C1=NC=NC=C1)CC1=C(C=C(C=C1)OC)OC